(1R)-1-[5-(2,4-Difluorophenyl)-1,2,4-oxadiazol-3-yl]-6-azaspiro[2.5]octan-6-sulfonamid FC1=C(C=CC(=C1)F)C1=NC(=NO1)[C@@H]1CC12CCN(CC2)S(=O)(=O)N